CN1N=CC(=C1)N1C(CNCC1)=O 1-(1-methyl-1H-pyrazol-4-yl)piperazin-2-one